OCCOC=1C=C(C(=O)O)C=CN1 2-(2-hydroxyethoxy)isonicotinic acid